C(#N)C(C)SC=1C(=C(C(=C2C=NNC12)C1=CC=2N(C=C1)N=C(C2)NC(=O)[C@H]2[C@H](C2)F)CC)F (1S,2S)-N-(5-(7-((1-cyanoethyl)thio)-5-ethyl-6-fluoro-1H-indazol-4-yl)pyrazolo[1,5-a]pyridin-2-yl)-2-fluorocyclopropane-1-carboxamide